(E)-4-morpholino-but-2-enoic acid hydrochloride Cl.O1CCN(CC1)C/C=C/C(=O)O